(1r,4r)-4-((5-(1-ethyl-1H-benzo[d][1,2,3]triazol-6-yl)-4-methoxypyrrolo[2,1-f][1,2,4]triazin-2-yl)amino)-1-methylcyclohexan-1-ol C(C)N1N=NC2=C1C=C(C=C2)C=2C=CN1N=C(N=C(C12)OC)NC1CCC(CC1)(O)C